1-(triisopropylsilyl)pyrroleboronic acid C(C)(C)[Si](N1C(=CC=C1)B(O)O)(C(C)C)C(C)C